6-(4-bromo-2,6-dimethylbenzyl)-3-chloro-4-isopropylpyridazine BrC1=CC(=C(CC2=CC(=C(N=N2)Cl)C(C)C)C(=C1)C)C